O1C=C(C2=C1C=CC=C2)C2=NN(C1=C2C=NC(=C1)C(=O)N)CC(F)F 3-(benzofuran-3-yl)-1-(2,2-difluoroethyl)pyrazolo[4,3-c]pyridine-6-carboxamide